NC1=CC=C(C=C1)C1=C(C=C(C=C1)N)C=1NC2=C(N1)C=CC=C2 2-(4-aminophenyl)-5-aminophenyl-benzimidazole